NCC=1C(N(C(=CC1)Cl)C)=O 3-(aminomethyl)-6-chloro-1-methyl-pyridin-2(1H)-one